C(C)OC[N+]1(CCCC1)C N-ethoxymethyl-N-methylpyrrolidinium